N-Boc-N-phenylbenzophenone hydrazone C(=O)(OC(C)(C)C)N(N=C(C1=CC=CC=C1)C1=CC=CC=C1)C1=CC=CC=C1